ClCCC[Si]1(C2=C(C=CC(=C2)N(C)C)C2(OC(C3=CC=CC=C23)=O)C2=C1C=C(C=C2)N(C)C)C 5-(3-Chloropropyl)-3,7-bis(dimethylamino)-5-methyl-3'H,5H-spiro[dibenzo[b,e]siline-10,1'-isobenzofuran]-3'-one